N(CCNC(=O)C=1N(C(C=CC1)=O)OCC1=CC=CC=C1)CCNC(=O)C=1N(C(C=CC1)=O)OCC1=CC=CC=C1 N,N'-(Azanediylbis(ethane-2,1-diyl))bis(1-(benzyloxy)-6-oxo-1,6-dihydropyridine-2-carboxamide)